4-(9-ethyl-6,6-dimethyl-11-oxo-3-((trimethylsilyl)ethynyl)-6,11-dihydro-5H-benzo[b]carbazol-8-yl)piperazine-1-carboxylate C(C)C1=CC2=C(C(C=3NC4=CC(=CC=C4C3C2=O)C#C[Si](C)(C)C)(C)C)C=C1N1CCN(CC1)C(=O)[O-]